P(OCC)(OCCC(=O)NO)=O ethyl (3-(hydroxyamino)-3-oxopropyl) phosphonate